C1(=CC=C(C=C1)CN1C=CC2=CC(=CC(=C12)C(=O)N[C@@H](C)C1=CC=C(C(=O)O)C=C1)C1=CC(=C(C=C1)F)F)C1=CC=CC=C1 (S)-4-(1-(1-([1,1'-biphenyl]-4-ylmethyl)-5-(3,4-difluorophenyl)-1H-indole-7-carboxamido)ethyl)benzoic acid